N-[3-(isodecyloxy)propyl]propane-1,3-diamine C(CCCCCCC(C)C)OCCCNCCCN